[2,6-dimethoxy-4-[5-(1-methylpyrazol-4-yl)benzimidazol-1-yl]phenyl]-[4-(trifluoromethoxy)-1-piperidinyl]methanone COC1=C(C(=CC(=C1)N1C=NC2=C1C=CC(=C2)C=2C=NN(C2)C)OC)C(=O)N2CCC(CC2)OC(F)(F)F